C(C)(C)(C)OC(=O)N(C([C@@H](NC(=O)OC(C)(C)C)C(C1=CN(C2=CC=CC=C12)C)(C)C)=O)C(=O)OC(C)(C)C N,N,Nα-tris(tert-butoxycarbonyl)-β,β,1-trimethyl-L-tryptophanamide